CC([Ti](C=[SiH2])(NC1CCCCCCCCCCC1)C1(C(=C(C(=C1)C)C)C)C)C dimethylsilylene(tetramethylcyclopentadienyl)(cyclododecylamino)dimethyl-titanium